NCCNC(CSCCCCCC)=O N-(2-aminoethyl)-2-(hexylmercapto)acetamide